ClCC1C(CC=CC)C(=O)OC1=O chloro-5-heptene-2,3-dicarboxylic acid anhydride